N=1NC(CCC1)=O 4,5-dihydro-2H-pyridazin-3-one